C(C1CO1)OCCC[Si](OCC)(OCC)C 3-glycidoxypropylmethyldiethoxysilane